4-fluoro-2-(5-(((1S,5R)-2-fluoro-8-azabicyclo[3.2.1]octan-3-yl)(methyl)amino)pyrazin-2-yl)-5-(1-methyl-1H-pyrazol-4-yl)phenol FC1=CC(=C(C=C1C=1C=NN(C1)C)O)C1=NC=C(N=C1)N(C)C1C([C@@H]2CC[C@H](C1)N2)F